[Pd].C(C)(C)(C)P(C1=CC(=CC=C1)OCC)C(C)(C)C (di-tert-butyl-(3-ethoxyphenyl)phosphin) palladium